COC1=C(C=NC=C1)C1=CC2=C(C(=N1)C)C=NN2C2=NC(=CC(=C2)N2[C@@H]([C@H](C2)CS(=O)(=O)C)C)C#CC 6-(4-methoxypyridin-3-yl)-4-methyl-1-(4-((2R,3S)-2-methyl-3-((methylsulfonyl)methyl)azetidin-1-yl)-6-(prop-1-yn-1-yl)pyridin-2-yl)-1H-pyrazolo[4,3-c]pyridine